NC1=NN2C(N=CC(=C2C(C)C)C(=O)OC)=N1 methyl 2-amino-7-isopropyl-[1,2,4]triazolo[1,5-a]pyrimidine-6-carboxylate